(2S)-2-[[2-(3-fluoro-4-methylsulfonyl-anilino)-5-(3-methyl-1,2,4-oxadiazol-5-yl)pyrimidin-4-yl]amino]-2-phenyl-ethanol FC=1C=C(NC2=NC=C(C(=N2)N[C@H](CO)C2=CC=CC=C2)C2=NC(=NO2)C)C=CC1S(=O)(=O)C